FC1=C(C(=CC(=C1F)N)F)C1=CC=C(N)C=C1 2,3,6-trifluorobenzidine